NC1=NC(=C(C2=C1N=C(N2)COCC)SC2=C(C=C(C(=C2)C)CN(C)C)O)C 2-[[4-amino-2-(ethoxymethyl)-6-methyl-1H-imidazo[4,5-c]pyridin-7-yl]sulfanyl]-5-[(dimethylamino)methyl]-4-methyl-phenol